N-ethyl-3-fluoro-2-(3-iodo-1-tetrahydropyran-2-yl-indazol-6-yl)sulfanylbenzamide C(C)NC(C1=C(C(=CC=C1)F)SC1=CC=C2C(=NN(C2=C1)C1OCCCC1)I)=O